tert-butyl (tert-butoxycarbonyl)(7-(3-fluoro-2-(1-(1-(4-fluorophenyl)ethyl)-1H-pyrazol-4-yl)pyridin-4-yl)-[1,2,4]triazolo[1,5-a]pyridin-2-yl)carbamate C(C)(C)(C)OC(=O)N(C(OC(C)(C)C)=O)C1=NN2C(C=C(C=C2)C2=C(C(=NC=C2)C=2C=NN(C2)C(C)C2=CC=C(C=C2)F)F)=N1